1-(5-cyclopropyl-11-(piperazin-1-yl)-5H-dibenzo[b,e][1,4]diazepin-2-yl)ethanone C1(CC1)N1C2=C(N=C(C3=C1C=CC(=C3)C(C)=O)N3CCNCC3)C=CC=C2